O=C1NC2=CC=CC=C2C(N1)=O 2,4-dioxo-quinazolin